C1(=CC=CC=C1)C1=C(C2=C([Se]C3=C2C=CC=C3)C=C1)C=1C(=C(C=CC1)C1=CC=CC=C1)C1=NN=NC(=C1C1=CC=CC=C1)C1=CC=CC=C1 (phenyldibenzoselenophenyl)(diphenyltriazinyl)biphenyl